methyl-sulfonyl-azetidine sodium [Na].CS(=O)(=O)N1CCC1